2-[3-(2,2-diethoxyethoxy)isoxazol-5-yl]-3-methyl-butyric acid methyl ester COC(C(C(C)C)C1=CC(=NO1)OCC(OCC)OCC)=O